ClC1=C(C=CC=C1)C=1N=C(SC1)NC1=C(C(NC=C1)=O)C(=O)NC1=CC=C(C=C1)N1CCN(CC1)C 4-((4-(2-Chlorophenyl)thiazol-2-yl)amino)-N-(4-(4-methylpiperazin-1-yl)phenyl)-2-oxo-1,2-dihydropyridine-3-carboxamide